N-(4-fluorophenyl)-4-piperazin-1-yl-benzamide FC1=CC=C(C=C1)NC(C1=CC=C(C=C1)N1CCNCC1)=O